C1OCC12CN(C2)CC2=CC=C(C=C2)C2=CC(=C(C(=C2)N(C2CCOCC2)CC)C)C(=O)NCC=2C(NC(=CC2C)C)=O 4'-(2-oxa-6-azaspiro[3.3]heptan-6-ylmethyl)-N-((4,6-dimethyl-2-oxo-1,2-dihydropyridin-3-yl)methyl)-5-(ethyl-(tetrahydro-2H-pyran-4-yl)amino)-4-methyl-[1,1'-biphenyl]-3-carboxamide